C(C)(C)(C)OC(=O)N1C(CC(CC1C)C(=O)O)C 1-(tert-butoxycarbonyl)-2,6-dimethylpiperidine-4-carboxylic acid